ClC1=NC=C(C(=N1)NC1CCC1)C(=O)NC1=C(C=CC=C1OC)Cl 2-chloro-N-(2-chloro-6-methoxyphenyl)-4-(cyclobutylamino)pyrimidine-5-carboxamide